C1(=CC(=CC=C1)N(C1=CC(=CC=C1)N(C=1C=C(C=CC1)C)C=1C=C(C=CC1)C)C=1C=C(C=CC1)C)C N1,N1,N3,N3-tetra-m-tolylbenzene-1,3-diamine